C(C=C)(=O)OC1=CC=C(C=C1)C 4-methylphenol acrylate